1-(4-aminophenyl)-7-(6-nitroindolin-1-yl)heptane-1,7-dione NC1=CC=C(C=C1)C(CCCCCC(=O)N1CCC2=CC=C(C=C12)[N+](=O)[O-])=O